C1(CC12CC2)C=2C(=NON2)C(=O)OCC ethyl 4-(spiro[2.2]pentan-1-yl)-1,2,5-oxadiazole-3-carboxylate